The molecule is a naphthoate ester obtained by formal condensation of the carboxy group of 2-hydroxy-7-methoxy-5-methyl-1-naphthoic acid with the 5-hydroxy group of (1aS,5R,6R,6aE,9aR)-5-hydroxy-1a-[(4R)-2-oxo-1,3-dioxolan-4-yl]-2,3,8,9-tetradehydro-1a,5,6,9a-tetrahydrocyclopenta[5,6]cyclonona[1,2-b]oxiren-6-yl 2,6-dideoxy-2-(methylamino)-alpha-D-galactopyranoside. The chromophoric part of neocarzinostatin, it is tightly and non-covelently bound to a 113-membered apoprotein, which serves to protect it and release it to the target DNA. It has a role as an antineoplastic agent. It is a monosaccharide derivative, a cyclopentacyclononaoxirene, a D-galactosaminide, a dioxolane and a naphthoate ester. C[C@@H]1[C@@H]([C@@H]([C@H]([C@H](O1)O[C@H]\\2[C@@H](C=C3/C2=C\\C#C[C@@H]4[C@@](O4)(C#C3)[C@H]5COC(=O)O5)OC(=O)C6=C(C=CC7=C6C=C(C=C7C)OC)O)NC)O)O